N=1SC=CN=C2C1C=CC=C2 benzo[c][1,2,5]thiadiazepine